6,9,12,24,26-pentazapentacyclo[20.5.2.11,4.13,7.025,28]hentriaconta-3,5,7(30),20,22(29),23,25(28)-heptaene-8,11,27-trione C123CC4=C(C=NC(C(NCC(NCCCCCCCC=CC=5C=NC(NC1=O)=C2C5)=O)=O)=C4)C3